C(N)(=O)C1=CC2=C(N/C(/S2)=N/C(=O)C2=CC(=NN2CC)C)C(=C1)OC (Z)-6-carbamoyl-2-((1-ethyl-3-methyl-1H-pyrazole-5-carbonyl)imino)-4-methoxybenzo[d]thiazol